1-(o-propenylphenoxy)-2-(1,1-dimethylethyl)benzene C(=CC)C1=C(OC2=C(C=CC=C2)C(C)(C)C)C=CC=C1